2-[1-[2-[1-(4-Cyanophenyl)pyrazol-4-yl]-3,6-dimethyl-4-oxo-chromen-8-yl]ethylamino]benzoic acid C(#N)C1=CC=C(C=C1)N1N=CC(=C1)C=1OC2=C(C=C(C=C2C(C1C)=O)C)C(C)NC1=C(C(=O)O)C=CC=C1